FC(=C(C(C(C(I)(F)F)(F)F)=O)F)F perfluoro(5-iodo-3-oxo-1-pentene)